BrC1=C(C=C2C(=NC(=NC2=C1OC1CC1)OCCN(C)C)N1CCN(CC1)C(=O)OC(C)(C)C)Cl tert-butyl 4-(7-bromo-6-chloro-8-cyclopropoxy-2-(2-(dimethylamino)ethoxy)quinazolin-4-yl)piperazin-1-carboxylate